C1CCC2=C(C=3CCCC3C=C12)NC(=O)NS(=O)(=O)\C=C\C1CCN(CC1)S(=O)(=O)C (E)-N-((1,2,3,5,6,7-hexahydro-s-indacen-4-yl)carbamoyl)-2-(1-(methylsulfonyl)piperidin-4-yl)vinylsulfonamide